2-(tert-Butyl)-4,5,6,7-tetrahydrothiazolo[5,4-c]pyridine C(C)(C)(C)C=1SC=2CNCCC2N1